C1(CC1)C1=NC(N(C(=C1)C)C1=CC=C(C=C1)C1(COC1)C(=O)NC1=CC=C(C=C1)F)=O 3-(4-(4-Cyclopropyl-6-methyl-2-oxopyrimidin-1(2H)-yl)phenyl)-N-(4-fluorophenyl)oxetan-3-carboxamid